C(CCCC)N1C([C@H](NC(C12CCN(CC2)CC2=CC=C(C=C2)OC2=CC=C(C=C2)C(=O)NC)=O)[C@@H](C2CCCCC2)O)=O (3R)-1-pentyl-2,5-dioxo-3-((1R)-1-hydroxy-1-cyclohexylmethyl)-9-(4-(4-methylaminocarbonylphenoxy)phenylmethyl)-1,4,9-triazaspiro[5.5]undecane